FC=1C=C(C=C(C1F)C=1N=NC(=CC1)NC1C[C@@H]2[C@@H](CN(C2)CC2CCOCC2)C1)NC(=O)C1(CC1)C(F)(F)F rel-N-[3,4-difluoro-5-[6-[[(3aR,6aS)-octahydro-2-[(tetrahydro-2H-pyran-4-yl)methyl]cyclopenta[c]pyrrol-5-yl]amino]-3-pyridazinyl]phenyl]-1-(trifluoromethyl)cyclopropanecarboxamide